OC1(C2=CC=CC=C2C=2C(=CC(=CC12)OC)C=1C=NN(C1)C(C(=O)NNC1=NC=CC=C1)C)C(F)(F)F 2-(4-(9-hydroxy-2-methoxy-9-(trifluoromethyl)-9H-fluoren-4-yl)-1H-pyrazol-1-yl)-N'-(Pyridin-2-yl)propanehydrazide